NC1=NC2=C(C=3N1N=C(N3)C3=NC=CC=C3)C(=C(N2CCN2CCN(CC2)C=2C(=CC3=C(C(=NO3)C)C2)F)C(=O)N)Cl 5-amino-9-chloro-7-(2-(4-(6-fluoro-3-methylbenzo[d]isoxazol-5-yl)piperazin-1-yl)ethyl)-2-(pyridin-2-yl)-7H-pyrrolo[3,2-e][1,2,4]triazolo[1,5-c]pyrimidine-8-carboxamide